2'-(aminomethyl)-7-chloro-3-methyl-3,4-dihydrospiro[benzo[d][1,2]thiazine-1,1'-cyclopropane]-2,2-dioxide NCC1C2(C1)C1=C(CN(S2(=O)=O)C)C=CC(=C1)Cl